tert-Butyl 1-(6-chloropyridazin-3-yl)-3,3a,4,5,7,7a-hexahydro-2H-pyrrolo[2,3-c]pyridine-6-carboxylate ClC1=CC=C(N=N1)N1CCC2C1CN(CC2)C(=O)OC(C)(C)C